C(C1CO1)OCCC[Si](OCC)(OCC)OCC γ-glycidyloxypropyl-triethoxysilane